(2S,4r)-1-((S)-2-(4-cyclopropyl-1H-1,2,3-triazol-1-yl)-3,3-dimethylbutyryl)-4-hydroxy-N-(4-(4-methylthiazol-5-yl)benzyl)pyrrolidine-2-carboxamide C1(CC1)C=1N=NN(C1)[C@H](C(=O)N1[C@@H](C[C@H](C1)O)C(=O)NCC1=CC=C(C=C1)C1=C(N=CS1)C)C(C)(C)C